2-methyl-6-[3-(2,2,6,6-tetramethylpiperidin-4-yl)-3H-[1,2,3]triazolo[4,5-c]pyridazin-6-yl]-1,3-benzothiazol-5-ol hydrochloride Cl.CC=1SC2=C(N1)C=C(C(=C2)C2=CC1=C(N=N2)N(N=N1)C1CC(NC(C1)(C)C)(C)C)O